(2S,5R)-6-(benzyloxy)-2-(trifluoromethyl)-1,6-diazabicyclo[3.2.1]octan-7-one C(C1=CC=CC=C1)ON1[C@@H]2CC[C@H](N(C1=O)C2)C(F)(F)F